C(=O)=C(CC#N)C1CC(CC1)=C=O 3-Carbonyl-3-(3-carbonylcyclopentyl)propionitrile